FC(C(C(F)(F)F)OC(=O)N1CCC2(CCCN2CC2=C(OCC3(CC3)C(=O)O)C=C(C=C2)C(F)(F)F)CC1)(F)F 1-((2-((8-(((1,1,1,3,3,3-hexafluoropropan-2-yl)oxy)carbonyl)-1,8-diazaspiro[4.5]decan-1-yl)methyl)-5-(trifluoromethyl)phenoxy)methyl)cyclopropane-1-carboxylic acid